FC1=CC=C(C=C1)C1SCC(N1C1=C(C=C(C(=O)OC=2C=NC(=CC2)C)C=C1)C)=O 6-Methylpyridin-3-yl 4-[2-(4-fluorophenyl)-4-oxo-1,3-thiazolidin-3-yl]-3-methylbenzoate